BrC=1C=C(CN2[C@H](CCC2)C(=O)NCC2=CC(=C(C(=O)OC)C=C2)OC)C=CC1 methyl (R)-4-((1-(3-bromobenzyl) pyrrolidine-2-carboxamido)methyl)-2-methoxybenzoate